ClC1=NN(C=C1C(=O)N1[C@@H](C2=C(CC1)NC=N2)C=2SC1=C(N2)C(=CC=C1)F)CC1CC(C1)(F)F (S)-(3-chloro-1-((3,3-difluorocyclobutyl)methyl)-1H-pyrazol-4-yl)(4-(4-fluorobenzo[d]thiazol-2-yl)-6,7-dihydro-1H-imidazo[4,5-c]pyridin-5(4H)-yl)methanone